(2S)-2-(2-chloro-3-fluorophenyl)-1-{2-[1-(2,2-difluoroethyl)pyrazol-4-ylsulfonyl]-4H,6H-pyrrolo[3,4-c]pyrazol-5-yl}-3-hydroxypropan-1-one ClC1=C(C=CC=C1F)[C@H](C(=O)N1CC2=NN(C=C2C1)S(=O)(=O)C=1C=NN(C1)CC(F)F)CO